3-(2,4,6-triisopropylphenyl)-5-methyl-pyrazol-4-ol C(C)(C)C1=C(C(=CC(=C1)C(C)C)C(C)C)C1=NNC(=C1O)C